6-(2,6-Difluorophenyl)-5-fluoropyridin FC1=C(C(=CC=C1)F)C1=C(C=CC=N1)F